3-(chlorodimethylsilyl)oxazolidin-2-one Cl[Si](N1C(OCC1)=O)(C)C